N[C@H](C(=O)O)CC1=CN=CN1 (2S)-2-amino-3-(1H-imidazol-5-yl)propionic acid